F[C@H]1C[C@H](CN(C1)C)NC=1N=NC(=C(N1)C)C1=C(C=C(C=C1)C(F)(F)F)O 2-[3-[[(3r,5s)-5-fluoro-1-methyl-3-piperidinyl]amino]-5-methyl-1,2,4-triazin-6-yl]-5-(trifluoromethyl)phenol